C(=CC)N1CCCCC1 propenyl-piperidine